S1C(=NC2=C1C=CC=C2)[C@@H](NC(=O)[C@H]2NC(NC2)=O)C2=CC(=C(C=C2)F)Cl (S)-N-((S)-benzo[d]thiazol-2-yl(3-chloro-4-fluoro-phenyl)methyl)-2-oxo-imidazolidine-4-carboxamide